NC1=C(N=C2N1C=CC=C2C2=C(C(=CC=C2)C#N)F)C(=O)NCCC 3-Amino-8-(3-cyano-2-fluorophenyl)-N-propylimidazo[1,2-a]pyridine-2-carboxamide